N4-(3-methylsulfonylcyclobutyl)-N2-[(1R,3S)-3-(5,6,7,8-tetrahydro-[1,2,4]triazolo[4,3-a]pyridin-3-yl)cyclohexyl]-5-(trifluoromethyl)pyrimidine-2,4-diamine CS(=O)(=O)C1CC(C1)NC1=NC(=NC=C1C(F)(F)F)N[C@H]1C[C@H](CCC1)C1=NN=C2N1CCCC2